CC1CCC(C2(OCC(O2)CO)C1)C(C)C 9-Methyl-6-(1-methylethyl)-1,4-dioxa-spiro-[4.5]decan-2-methanol